2-oxo-2-[(2R,5S)-5-methyl-2-[2-(1,2,2,6,6-pentamethyl-4-piperidyl)indazol-5-yl]-1-piperidyl]-N-(1-tetrahydropyran-2-ylpyrazolo[4,3-c]pyridin-7-yl)acetamide O=C(C(=O)NC=1C2=C(C=NC1)C=NN2C2OCCCC2)N2[C@H](CC[C@@H](C2)C)C2=CC1=CN(N=C1C=C2)C2CC(N(C(C2)(C)C)C)(C)C